FC=1C=C(CN2C(=NC(=C2)NC(C(C)N2C[C@@H](C(CC2)(F)F)C2=CC=[N+](C=C2)[O-])=O)C(F)F)C=C(C1)F 4-((3S)-1-(1-((1-(3,5-difluorobenzyl)-2-(difluoromethyl)-1H-imidazol-4-yl)amino)-1-oxopropan-2-yl)-4,4-difluoropiperidin-3-yl)pyridine 1-oxide